4-(6-(4-acrylamidophenyl)-4-aminopyrazolo[5,1-f][1,2,4]triazin-5-yl)-N-isobutylbenzamide C(C=C)(=O)NC1=CC=C(C=C1)C1=NN2N=CN=C(C2=C1C1=CC=C(C(=O)NCC(C)C)C=C1)N